(tert-Butoxymethyl)-4,6-dimethyl-1-((1-methyl-1H-imidazol-4-yl)methyl)piperazine-2,5-dione C(C)(C)(C)OCC1C(N(C(C(N1C)=O)C)CC=1N=CN(C1)C)=O